(R)-4-((3-fluoropyridin-2-yl)thio)-6-(1-(1-(2-hydroxypropyl)piperidin-4-yl)-5-methyl-1H-pyrazol-4-yl)pyrazolo[1,5-a]pyridine-3-carbonitrile FC=1C(=NC=CC1)SC=1C=2N(C=C(C1)C=1C=NN(C1C)C1CCN(CC1)C[C@@H](C)O)N=CC2C#N